C(CCCCCCC)C(CCCCCCCC)OC(CCCCCCCOC(=O)C1N(CCC1)CCCCCCCC(=O)OC(CCCCCCCC)CCCCCCCC)=O [8-(1-octylnonyloxy)-8-oxo-octyl]pyrrolidine-2-carboxylic acid [8-(1-octylnonyloxy)-8-oxo-octyl] ester